N1C=NC(=C1)CNC1=NN(C2=CC=CC(=C12)C1=C(C=C(C=C1)C=1CCCCC1)C)CC=1N=CNC1 N,1-bis((1H-imidazol-4-yl)methyl)-4-(3-methyl-2',3',4',5'-tetrahydro-[1,1'-biphenyl]-4-yl)-1H-indazol-3-amine